C(C)(=O)OC1(CCN(CC1)CC1=C(C=C(C=C1C)N1CC(C1)C1=C(C=CC=C1Cl)Cl)C)C [1-[[4-[3-(2,6-dichlorophenyl)azetidin-1-yl]-2,6-dimethyl-phenyl]methyl]-4-methyl-4-piperidyl] acetate